(S)-1-((2-(Trifluoromethyl)phenyl)sulfonyl)piperidine-3-carboxamide FC(C1=C(C=CC=C1)S(=O)(=O)N1C[C@H](CCC1)C(=O)N)(F)F